CN(C1CC=2C=CC(=CC2CC1)C1=C2C(=C(N=N1)C1=C(OCCOCCNC(O[C@@H]3CN(CC3)C(C=C)=O)=O)C=C(C=C1)F)SC=C2F)C (S)-1-acryloylpyrrolidin-3-yl (2-(2-(2-(4-(6-(dimethylamino)-5,6,7,8-tetrahydronaphthalen-2-yl)-3-fluorothieno[2,3-d]pyridazin-7-yl)-5-fluorophenoxy)ethoxy) ethyl)carbamate